C[N+](C)(C)CC(CC(=O)[O-])OC(=O)CCC(=O)O The molecule is an O-acylcarnitine having succinyl as the acyl substituent. It has a role as a human metabolite. It is an O-acylcarnitine and a hemisuccinate. It derives from a carnitine.